Cl.C1(OC=CC2=CC=CC=C12)=O isochromen-1-one Hydrochloride